(2S,4R)-9-[1-[2-[(2R)-4,4-dimethylmorpholin-4-ium-2-yl]acetyl]azetidin-3-yl]oxy-5,5-dihydroxy-6-oxa-5-boranuidatricyclo[5.4.0.02,4]undeca-1(7),8,10-triene-8-carboxylate C[N+]1(C[C@H](OCC1)CC(=O)N1CC(C1)OC1=C(C=2O[B-]([C@@H]3C[C@@H]3C2C=C1)(O)O)C(=O)[O-])C